FC1=CC=C(C=C1)S(=O)(=O)C1=CC=C(C=C1)S(=O)(=O)C1=CC=C(C=C1)F 1,4-bis(4-fluorobenzenesulfonyl)benzene